C1(=CC=CC=C1)CCCCC1C(CCCC1)=O 2-(4-phenylbutyl)cyclohexane-1-one